4-Methylpentylacetat CC(CCCOC(C)=O)C